COC1=NC=C(C(=N1)OC)C1=CC2=C(N=N1)N(C(N2C(C)C)=O)C 3-(2,4-dimethoxypyrimidin-5-yl)-5-isopropyl-7-methyl-imidazo[4,5-c]pyridazin-6-one